NC1=CC(=C(OC=2C(=C3C4(C(NC3=CC2)=O)CCC4)F)C(=C1)Cl)Cl 5'-(4-amino-2,6-dichlorophenoxy)-4'-fluoro-1'H-spiro[cyclobutane-1,3'-indol]-2'-one